ClC=1C=C2C(=NC(N3C2=C(C1C1=C(C=C(C=C1)F)F)OC[C@H]3CC3CCN(CC3)C)=O)N3[C@H](CN[C@@H](C3)C)C (3R)-9-chloro-10-(2,4-difluorophenyl)-7-((2S,5R)-2,5-dimethylpiperazin-1-yl)-3-((1-methylpiperidin-4-yl)methyl)-2H-[1,4]oxazino[2,3,4-ij]quinazolin-5(3H)-one